2-(2H-Benzotriazol-2-yl)-6-nonyl-4-ethylphenol N=1N(N=C2C1C=CC=C2)C2=C(C(=CC(=C2)CC)CCCCCCCCC)O